5-(4-nitrophenyl)furan-2-formaldehyde [N+](=O)([O-])C1=CC=C(C=C1)C1=CC=C(O1)C=O